5-fluoro-2-nitro-N-phenylaniline FC=1C=CC(=C(NC2=CC=CC=C2)C1)[N+](=O)[O-]